N-(6-cyano-2-fluoro-3-methoxybenzyl)-1-((8-cyano-6-cyclopropylimidazo[1,2-a]pyridin-2-yl)methyl)-1H-pyrazole-4-carboxamide C(#N)C1=CC=C(C(=C1CNC(=O)C=1C=NN(C1)CC=1N=C2N(C=C(C=C2C#N)C2CC2)C1)F)OC